CS(=O)(=O)[O-].C(CCC)[P+](CCCCCCCCCCCCCC)(CCCC)CCCC tributyltetradecylphosphonium methanesulfonate